tert-butyl 5-bromo-1-methyl-3-oxopyrazolo[4,3-b]pyridine-2-carboxylate BrC1=CC=C2C(=N1)C(N(N2C)C(=O)OC(C)(C)C)=O